[2H]C1(C(C=CC=C1F)CC(=O)N)[2H] 2,2-dideuteriomonofluorobenzeneacetamide